(oxetan-3-ylamino)thiazole-4-carboxamide O1CC(C1)NC=1SC=C(N1)C(=O)N